COC=1C=C2CCN(CC2=CC1NC1=NC=C(C(=N1)NC1=C2C=C(N=NC2=CC=C1)C)C(=O)N)C 2-[(6-methoxy-2-methyl-1,2,3,4-tetrahydroisoquinolin-7-yl)amino]-4-[(3-methylcinnolin-5-yl)amino]pyrimidine-5-carboxamide